[Ir].C1(=CC=CC=C1)N1CC=CC=C1.C1(=CC=CC=C1)N1CC=CC=C1.C1(=CC=CC=C1)N1CC=CC=C1 tris(1-phenylpyridine) iridium